BrC=1C(NC=NC1)=O 5-bromopyrimidin-4(3H)-one